BrCC(=O)NCC 2-bromo-N-ethyl-acetamide